ethyl (S)-3-cyclopropyl-3-(2-(piperidin-4-ylmethoxy)pyridin-4-yl)propanoate C1(CC1)[C@H](CC(=O)OCC)C1=CC(=NC=C1)OCC1CCNCC1